COC=1C=C(C=CC1)C1=CC=C(C=C1)[C@H](C)N1N=CC2=CC=CC(=C12)C(=O)NC1CC2(CCC2)C1 (Sa)-6-(1-((S)-1-(3'-Methoxy-[1,1'-biphenyl]-4-yl)ethyl)-1H-indazol-7-carboxamido)spiro[3.3]heptan